O=C1C=CNC1 4-oxo-4,5-dihydropyrrole